6-chloro-N-(trans-4-(((5-chlorobenzofuran-2-yl)methyl)carbamoyl)cyclohexyl)-3,4-dihydro-2H-benzo[b][1,4]oxazine-2-carboxamide ClC1=CC2=C(OC(CN2)C(=O)N[C@@H]2CC[C@H](CC2)C(NCC=2OC3=C(C2)C=C(C=C3)Cl)=O)C=C1